ClC1=CC=2C=C3N(CCN(C3)C(CC3CCCO3)=O)C2N=C1 5-(2-(3-chloro-8,9-dihydropyrido[3',2':4,5]pyrrolo[1,2-a]pyrazin-7(6H)-yl)-2-oxoethyl)tetrahydrofuran